C1=NC(=O)N=C2C1=NC=N2 PURINONE